3-[(Benzo[d][1,3]dioxolan-4-yl)-oxy]-3-(3-chlorophenyl)-N-methylpropylamine O1COC2=C1C=CC=C2OC(CCNC)C2=CC(=CC=C2)Cl